Methyl (S)-5-((tert-butoxycarbonyl)amino)-2-(4-((2,4-diamino-5-fluoroquinazolin-6-yl)ethynyl)benzamido)pentanoate C(C)(C)(C)OC(=O)NCCC[C@@H](C(=O)OC)NC(C1=CC=C(C=C1)C#CC=1C(=C2C(=NC(=NC2=CC1)N)N)F)=O